ClC=1C(=CC(=C(C(=O)NC2=CC(=C(C=C2)F)SC)C1)N1C[C@@H]2[C@H](C1)CC(C2)(F)F)C(F)(F)F 5-chloro-2-((3aR,6aS)-5,5-difluorohexahydrocyclopenta[c]pyrrole-2(1H)-yl)-N-(4-fluoro-3-(Methylthio)phenyl)-4-(trifluoromethyl)benzamide